2-(4-methoxy-2-nitrophenyl)-1,2,3,4-tetrahydronaphthalene-2,6-diol COC1=CC(=C(C=C1)C1(CC2=CC=C(C=C2CC1)O)O)[N+](=O)[O-]